1-Ethyl-6-[(2-(trifluoromethyl)pyridin-3-yl)thio]-1,3-dihydro-2H-imidazo[4,5-b]pyrazin-2-one C(C)N1C(NC=2C1=NC(=CN2)SC=2C(=NC=CC2)C(F)(F)F)=O